6-(1-(1-(3-fluoropyrrolidine-3-carbonyl)piperidin-4-yl)-1H-pyrazol-4-yl)-4-methoxypyrazolo[1,5-a]pyridine-3-carbonitrile FC1(CNCC1)C(=O)N1CCC(CC1)N1N=CC(=C1)C=1C=C(C=2N(C1)N=CC2C#N)OC